C(C1=CC=CC=C1)OC1=C(C=C(C=C1O)[C@@H](C(=O)O)N(C)C(=O)OCC1=CC=CC=C1)Br (2S)-2-(4-benzoxy-3-bromo-5-hydroxy-phenyl)-2-[carbobenzoxy(methyl)amino]acetic acid